FC1=C(C(=C(C(=C1N)[N+](=O)[O-])N)[N+](=O)[O-])N 2-fluoro-1,3,5-triamino-4,6-dinitrobenzene